COC1=C(C(=O)O)C=CC(=C1)C1N(CCN(C1)C)CC1=C2C=CNC2=C(C=C1OC)C 2-Methoxy-4-(1-((5-methoxy-7-methyl-1H-indol-4-yl)methyl)-4-methylpiperazin-2-yl)benzoic acid